OC1=C(C=C(OC2CN(C2)C(C)=O)C=C1)[N+](=O)[O-] (3-(4-hydroxy-3-nitrophenoxy)azetidin-1-yl)ethan-1-one